4-(1-methyl-1H-phenanthro[9,10-d]imidazol-2-yl)benzoic acid CN1C(=NC2=C1C1=CC=CC=C1C=1C=CC=CC12)C1=CC=C(C(=O)O)C=C1